(R)-2-((6-(4-chlorophenyl)-2-(pyridin-3-yl)pyrimidin-4-yl)amino)propan-1-ol ClC1=CC=C(C=C1)C1=CC(=NC(=N1)C=1C=NC=CC1)N[C@@H](CO)C